N-((R)-1-(3-(difluoromethyl)-2-fluorophenyl)ethyl)-1-(1-(difluoromethyl)cyclopropyl)-4-(((3s,4R)-3-methoxy-1-methylpiperidin-4-yl)amino)-6-oxo-1,6-dihydropyridine-3-carboxamide FC(C=1C(=C(C=CC1)[C@@H](C)NC(=O)C1=CN(C(C=C1N[C@H]1[C@H](CN(CC1)C)OC)=O)C1(CC1)C(F)F)F)F